ClC1(NNC=C1N(C(CCSCCC(F)(F)F)=O)CC)C=1C=NC=CC1 N-[3-chloro-3-(3-pyridyl)-1H-pyrazol-4-yl]-N-ethyl-3-[(3,3,3-trifluoropropyl)thio]propionamide